Cl.NCCNS(=O)(=O)C1=C(C=CC=C1)OC N-(2'-aminoethyl)-2-methoxybenzene-1-sulfonylamine hydrochloride